3-(4-Bromophenyl)-1-(1,3-dithian-2-yl)-2-phenylprop-2-en-1-one BrC1=CC=C(C=C1)C=C(C(=O)C1SCCCS1)C1=CC=CC=C1